CN=S1(C=CN(C=C1)C(=O)OC(C)(C)C)=O tert-butyl 1-methylimino-1-oxo-1,4-thiazine-4-carboxylate